C(C)N1N=C2N=C(C=NC2=C1)N[C@@H](C)C=1C=C(C=CC1)NC(CC1=NC=2CCCCC2C=C1)=O (S)-N-(3-(1-((2-ethyl-2H-pyrazolo[3,4-b]pyrazin-6-yl)amino)ethyl)phenyl)-2-(5,6,7,8-tetrahydroquinolin-2-yl)acetamide